4-methyl-7-octene-sulfonic acid CC(CCCS(=O)(=O)O)CCC=C